N-(5-((6-((S)-3-benzylisoxazolidine-2-yl)pyrimidine-4-yl)amino)-4-methoxy-2-(4-morpholinopiperidine-1-yl)phenyl)acrylamide C(C1=CC=CC=C1)[C@@H]1N(OCC1)C1=CC(=NC=N1)NC=1C(=CC(=C(C1)NC(C=C)=O)N1CCC(CC1)N1CCOCC1)OC